C(C)(C)(C)O[C@@H](COC=1C(=CC(=NC1)NC(C)=O)NC1=NC(=NC(=C1)C)C(C)(F)F)C (R)-N-(5-(2-(tert-butoxy)propoxy)-4-((2-(1,1-difluoroethyl)-6-methylpyrimidin-4-yl)amino)pyridin-2-yl)acetamide